Hydroxyl-proline ON1[C@@H](CCC1)C(=O)O